C1(CCCCC1)N1N=CC=2C1=NC(=NC2NC(=O)C=2SC(=CC2)[N+](=O)[O-])C2=CC=C(C=C2)OCCOC N-(1-cyclohexyl-6-(4-(2-methoxyethoxy)phenyl)-1H-pyrazolo[3,4-d]pyrimidin-4-yl)-5-nitrothiophene-2-carboxamide